BrC=1C=C(C=CC1)C1(CC(C1)(C)C)C(=O)NNC(NC)=S 2-(1-(3-Bromophenyl)-3,3-dimethylcyclobutane-1-carbonyl)-N-methylhydrazine-1-carbothioamide